C1(=C(C=CC=C1)C1=NC(=NC=C1)N)C 4-(o-tolyl)pyrimidin-2-amine